[Co].C(C)(=O)CC(C)=O.C(C)(=O)CC(C)=O di(acetylacetone) cobalt